FCC(CF)N1N=NC2=C1C=C(C=C2)C=2C=CN1N=C(N=C(C12)OC)N[C@@H]1[C@H](CN(CC1)C1COC1)F 5-(1-(1,3-difluoropropan-2-yl)-1H-benzo[d][1,2,3]triazol-6-yl)-N-((3S,4S)-3-fluoro-1-(oxetan-3-yl)piperidin-4-yl)-4-methoxypyrrolo[2,1-f][1,2,4]triazin-2-amine